C1(CC1)[C@@H](NC(=O)[C@@H]1N([C@@H]2C[C@@H]2C1)C(C1=CC(=CC=C1)S(=O)(=O)C)=O)C1=C(C=C(C(=C1)F)OC)F (1R,3R,5R)-N-((R)-cyclopropyl(2,5-difluoro-4-methoxyphenyl)methyl)-2-(3-(methylsulfonyl)benzoyl)-2-azabicyclo[3.1.0]hexane-3-carboxamide